L-HISTIDINE MONOHYDROCHLORIDE MONOHYDRATE O.Cl.N[C@@H](CC1=CNC=N1)C(=O)O